(5-(5-(difluoromethyl)-1,3,4-oxadiazol-2-yl)pyridin-2-yl)-2,7-diazaspiro[3.5]nonan-2-ium trifluoroacetate FC(C(=O)[O-])(F)F.FC(C1=NN=C(O1)C=1C=CC(=NC1)C1[NH2+]CC12CCNCC2)F